(S)-(4-(4-((2-amino-2,4-dimethylpentyl)oxy)-3-(trifluoromethoxy)phenyl)pyridin-2-yl)carbamic acid methyl ester COC(NC1=NC=CC(=C1)C1=CC(=C(C=C1)OC[C@@](CC(C)C)(C)N)OC(F)(F)F)=O